ClC1=CC=C(C(=N1)C(=O)NS(=O)(=O)C)N[C@H](C)C=1C=C(C=C2C(N(C(=NC12)N1[C@H]2CC(C[C@@H]1CC2)C2=NN(C=C2)C)C)=O)C 6-chloro-3-(((R)-1-(3,6-dimethyl-2-((1R,3S,5S)-3-(1-methyl-1H-pyrazol-3-yl)-8-azabicyclo[3.2.1]octan-8-yl)-4-oxo-3,4-dihydroquinazolin-8-yl)ethyl)amino)-N-(methylsulfonyl)picolinamide